dimethyl-tetradecyl(3-(trimethoxysilyl)propyl)ammonium chloride [Cl-].C[N+](CCC[Si](OC)(OC)OC)(CCCCCCCCCCCCCC)C